5-chloro-4-(cyclopentylmethoxy)-2-fluoro-N-((4-(piperidin-3-yloxy)piperidin-1-yl)sulfonyl)benzamide 2,2,2-trifluoroacetate FC(C(=O)O)(F)F.ClC=1C(=CC(=C(C(=O)NS(=O)(=O)N2CCC(CC2)OC2CNCCC2)C1)F)OCC1CCCC1